C(C)OC1=CC=C(C=C1)N1C=NN(C1=O)CC1=CC(=C(OC(C(=O)O)(C)C)C=C1)C 2-(4-((4-(4-Ethoxyphenyl)-5-oxo-4,5-dihydro-1H-1,2,4-triazol-1-yl)methyl)-2-methylphenoxy)-2-methylpropionic acid